C(N)(OS(N)(=O)=O)=O sulfamoyl carbamate